CO[Si](CCCNCC(C(=O)OCC)C(=O)[O-])(OC)OC ethyl N-[3-(trimethoxysilyl) propyl]-2-aminomethylmalonate